ClC=1C(=C2C(=CC=NC2=CC1)C(=C)C)C 6-chloro-5-methyl-4-(prop-1-en-2-yl)quinoline